P(=O)(OCN1N=CC(=C1)C=1OC(=CC1)C(NC=1C(=NN(C1)CCOCC)C1=NC=CC=C1)=O)([O-])[O-].[Na+].[Na+] sodium (4-(5-((1-(2-ethoxyethyl)-3-(pyridin-2-yl)-1H-pyrazol-4-yl)carbamoyl)furan-2-yl)-1H-pyrazol-1-yl)methyl phosphate